trimethyl-(4-octylthiophen-2-yl)stannane C[Sn](C=1SC=C(C1)CCCCCCCC)(C)C